ClC=1C(=C(C=CC1F)[C@@H](NC(=O)N1[C@@H](C(NCC1)=O)C)C12CC(C1)(C2)C(F)(F)F)F (2R)-N-((S)-(3-chloro-2,4-difluorophenyl)(3-(trifluoromethyl)bicyclo-[1.1.1]pentan-1-yl)methyl)-2-methyl-3-oxopiperazine-1-carboxamide